C(C)(C)(C)OC([C@@H](CC1=COC2=C1C=C(C=C2)C=O)[C@@H]2CN(CC2)C(=O)OC(C)(C)C)=O (3R)-tert-butyl 3-[(2S)-1-(tert-butoxy)-3-(5-formyl-1-benzofuran-3-yl)-1-oxopropane-2-yl]pyrrolidine-1-carboxylate